N,N-dicyclohexyl-terephthalamide C1(CCCCC1)N(C(C1=CC=C(C(=O)N)C=C1)=O)C1CCCCC1